O=C(CC1=CC=C(OC2=C(C(=O)N)C=CC=N2)C=C1)NC=1SC=C(N1)C1=CC=CC=C1 2-(4-(2-oxo-2-((4-phenylthiazol-2-yl)amino)ethyl)phenoxy)nicotinamide